(S)-1-(5-(4-chlorophenyl)pyrazin-2-yl)-7'-(3,5-difluorophenyl)dihydro-1'H,3'H,5'H-spiro[piperidine-4,2'-pyrazolo[1,2-a]pyrazol]-1'-one ClC1=CC=C(C=C1)C=1N=CC(=NC1)N1CCC2(CN3N([C@@H](CC3)C3=CC(=CC(=C3)F)F)C2=O)CC1